C(C)(=O)C1=NN(C2=CC=C(C=C12)C=1C=NC(=NC1)C)CC(=O)N1[C@@H]2C[C@@]2(C[C@H]1C(=O)NC1=NC(=CC(=C1)CC)Br)C (1R,3S,5R)-2-(2-(3-acetyl-5-(2-methylpyrimidin-5-yl)-1H-indazol-1-yl)acetyl)-N-(6-bromo-4-ethylpyridin-2-yl)-5-methyl-2-azabicyclo[3.1.0]hexane-3-carboxamide